C(CCCCCC)C1=CC=C(C=C1)CCC1=CC2=C(S1)C1=CC=3C=CC4=C(SC(=C4)CCC4=CC=C(C=C4)CCCCCCC)C3C=C1C=C2 2,8-bis(2-(4-n-heptylphenyl)ethyl)anthra[1,2-b:5,6-b']dithiophene